(2S,3R)-2-[[(3R)-5-chloro-8-hydroxy-3-methyl-1-oxo-3,4-dihydroisochromene-7-carbonyl]amino]-3-hydroxybutanoic acid ClC1=C2C[C@H](OC(C2=C(C(=C1)C(=O)N[C@H](C(=O)O)[C@@H](C)O)O)=O)C